C1(=CC=CC=C1)C=1N=C(N=NC1C1=CC=CC=C1)SC(C(=O)NC)C(C)C 2-[(5,6-diphenyl-1,2,4-triazin-3-yl)sulfanyl]-N,3-dimethylbutanamide